ClC1=C(C(=C2C=NNC2=C1)C1=C(C=C2C(=NC(=NC2=C1F)OC[C@]12CCCN2C[C@@H](C1)F)N1CCOC[C@](C1)(O)C)F)\C=C/C (6S)-4-(7-(6-Chloro-5-((Z)-prop-1-en-1-yl)-1H-indazol-4-yl)-6,8-difluoro-2-(((2R,7aS)-2-fluorotetrahydro-1H-pyrrolizin-7a(5H)-yl)methoxy)quinazolin-4-yl)-6-methyl-1,4-oxazepan-6-ol